C(CCCCCCCCCCCCCCCCCCC)CN(C)CCC eicosyl-propyldimethylamine